C1=CC=CC=2C3=CC=CC=C3C(C12)COC(=O)N([C@@H]1C(N(CC(=CC1)C)[C@H](C(=O)N(CC(=O)O)C)CC1=CC=C(C=C1)C(F)(F)F)=O)C N-((S)-2-((S)-3-((((9H-fluoren-9-yl)methoxy)carbonyl)(methyl)amino)-6-methyl-2-oxo-2,3,4,7-tetrahydro-1H-azepin-1-yl)-3-(4-(trifluoromethyl)phenyl)propanoyl)-N-methylglycine